C(C)(C)(C)OC(=O)NS(=O)(=O)N(C1CC2(CN(C2)C(=O)OC(C)(C)C)C1)CC(C)(C)C tert-butyl 6-((N-(tert-butoxycarbonyl) sulfamoyl) (neopentyl) amino)-2-azaspiro[3.3]heptane-2-carboxylate